C(C)(C)(C)OC(=O)N1CCC(CC1)C(O)C1=CC=C(C=C1)Cl 4-((4-chlorophenyl)(hydroxy)methyl)piperidine-1-carboxylic acid tert-butyl ester